ammonium naphthalenetricarboxylic acid C1(=C(C(=CC2=CC=CC=C12)C(=O)O)C(=O)O)C(=O)O.[NH4+]